ClC=1C=C2CN(C(C2=CC1C=1C=NC=CC1)=O)C1=NC(=CC=C1)C1=NN=CN1C1CC1 5-chloro-2-(6-(4-cyclopropyl-4H-1,2,4-triazol-3-yl)pyridin-2-yl)-6-(pyridin-3-yl)isoindolin-1-one